C(C)(C)(C)[C@@H]1[C@H](C1)CF tert-butyl-(1S,2S)-2-(fluoromethyl)cyclopropane